C1(CC1)CNC(=O)C1=CN(C(C=C1C1=CC=CC=C1)=O)CC1(CCN(CC1)C(C[C@@H](C)C1=CC=CC=C1)=O)O (R)-N-(cyclopropylmethyl)-1-((4-hydroxy-1-(3-phenylbutyryl)piperidin-4-yl)methyl)6-oxo-4-phenyl-1,6-dihydropyridine-3-carboxamide